4-fluoro-N-[(1R,3S)-3-{[6-fluoro-2-(trifluoromethyl)quinolin-4-yl]amino}cyclohexyl]benzamide FC1=CC=C(C(=O)N[C@H]2C[C@H](CCC2)NC2=CC(=NC3=CC=C(C=C23)F)C(F)(F)F)C=C1